N-[fluorenylmethoxycarbonyl]-N2-[(2-propenyloxy)carbonyl]-L-lysine C1(=CC=CC=2C3=CC=CC=C3CC12)COC(=O)N([C@@H](CCCCN)C(=O)O)C(=O)OCC=C